tert-butyl (3R,4S)-3-((6-(2,6-dichloro-3,5-dimethoxyphenyl)quinazolin-2-yl)amino)-4-(((2-(trimethylsilyl)ethoxy)carbonyl)amino)pyrrolidine-1-carboxylate ClC1=C(C(=C(C=C1OC)OC)Cl)C=1C=C2C=NC(=NC2=CC1)N[C@@H]1CN(C[C@@H]1NC(=O)OCC[Si](C)(C)C)C(=O)OC(C)(C)C